C(C1=CC=CC=C1)OC(=O)N1CCN(CC1)C1=C(C=C(C=C1)C1C(C(CC(C1C(=O)OCC)(C)O)=O)C(=O)OCC)Cl diethyl 2-(4-(4-((benzyloxy) carbonyl) piperazin-1-yl)-3-chlorophenyl)-4-hydroxy-4-methyl-6-oxocyclohexane-1,3-dicarboxylate